ClC=1N(C=C[N+]1C)CCCC chloro-1-butyl-3-methylimidazolium